CN(C1=CC(=CC=C1)NC(=O)N)C N,N-dimethyl-3-ureidoaniline